NC1=NN(C2=C1CN(CC2)C(=O)OC(C)(C)C)C2=CC=C(C=C2)C2CCC2 tert-butyl 3-amino-1-(4-cyclobutylphenyl)-1,4,6,7-tetrahydro-5H-pyrazolo[4,3-c]pyridine-5-carboxylate